(R)-Benzyl 4-morpholino-1-(phenylthio)butan-2-ylcarbamate O1CCN(CC1)CC[C@H](CSC1=CC=CC=C1)NC(OCC1=CC=CC=C1)=O